3-((1-(4-(2-(2-aminopyridin-3-yl)-5-phenyl-3H-imidazo[4,5-b]pyridin-3-yl)benzyl)piperidin-4-yl)amino)-4-(ethylthio)cyclobut-3-ene-1,2-dione NC1=NC=CC=C1C1=NC=2C(=NC(=CC2)C2=CC=CC=C2)N1C1=CC=C(CN2CCC(CC2)NC=2C(C(C2SCC)=O)=O)C=C1